C(C)(C)(C)OC(=O)N1C2COC(C1)C2 2-oxa-5-azabicyclo[2.2.1]heptane-5-carboxylic acid tert-butyl ester